1-Bromo-8-methyl-7-(methylsulfonyl)-5,6,7,8-tetrahydroimidazo[1,5-a]pyrazine BrC=1N=CN2C1C(N(CC2)S(=O)(=O)C)C